Tert-butyl (R)-2-(5-((1-(dibenzo[b,d]furan-2-yl)ethyl)amino)-2-(methoxymethyl)-6-oxopyrimidin-1(6H)-yl)acetate C1=C(C=CC=2OC3=C(C21)C=CC=C3)[C@@H](C)NC3=CN=C(N(C3=O)CC(=O)OC(C)(C)C)COC